4-(octylthio)cyclohexanone C(CCCCCCC)SC1CCC(CC1)=O